C(CCC(=O)O)(=O)OS.C=CC propylene mercapto succinate